C1NCC12CC(C2)C2=NOC(=C2)C(C(=O)OC)C(C)C methyl 2-(3-(2-azaspiro[3.3]heptan-6-yl) isoxazol-5-yl)-3-methylbutanoate